C1(CCCCC1)[C@@H](C(=O)NC1=NC=C(C=C1)C=1C(=NOC1C)C)NC(=O)C=1C(=NOC1)CC (S)-N-(1-Cyclohexyl-2-((5-(3,5-dimethylisoxazol-4-yl)pyridin-2-yl)amino)-2-oxoethyl)-3-ethylisoxazole-4-carboxamide